C1(=CC=CC=C1)N1CCCCC1 1-phenylpiperidin